NC=1C=C(C(=CC1OC(C)C)C(=O)OC)C(=O)OC dimethyl 4-amino-5-isopropoxy-benzene-1,2-dicarboxylate